(2R,6S)-2,6-dimethyl-N-[5-[6-(4-morpholinyl)-4-oxo-4H-pyran-2-yl]-9H-thioxanthen-2-yl]-4-morpholineacetamide C[C@@H]1CN(C[C@@H](O1)C)CC(=O)NC1=CC=2CC3=CC=CC(=C3SC2C=C1)C=1OC(=CC(C1)=O)N1CCOCC1